(tert-butyloxycarbonyl)-L-isoleucine C(C)(C)(C)OC(=O)N[C@@H]([C@@H](C)CC)C(=O)O